2-(1,3-dibromo-2-methylpropan-2-yl)pyridine BrCC(CBr)(C)C1=NC=CC=C1